6-(4-benzyl-piperazin-1-yl)-4-bromo-1H-indole C(C1=CC=CC=C1)N1CCN(CC1)C1=CC(=C2C=CNC2=C1)Br